[3-(2-azaspiro[3.3]heptan-6-ylmethyl)phenyl]-imino-keto-(trifluoromethyl)-λ6-sulfane C1NCC12CC(C2)CC=2C=C(C=CC2)S(C(F)(F)F)(=O)=N